5-(2-(((1-methylcyclopropyl)methyl)amino)-7H-pyrrolo[2,3-d]pyrimidin-5-yl)pyrazolo[1,5-a]pyridine-3-carboxamide CC1(CC1)CNC=1N=CC2=C(N1)NC=C2C2=CC=1N(C=C2)N=CC1C(=O)N